hydroxybutanesulfonic acid lithium [Li].OC(CCC)S(=O)(=O)O